3-(methyl)-7-(propynyl)isoquinolinone tert-butyl-N-[(3S)-1-[3-amino-7-(2-fluoro-6-methyl-phenyl)-5-isoquinolyl]pyrrolidin-3-yl]-N-methyl-carbamate C(C)(C)(C)OC(N(C)[C@@H]1CN(CC1)C1=C2C=C(N=CC2=CC(=C1)C1=C(C=CC=C1C)F)N)=O.CC=1NC(C2=CC(=CC=C2C1)C#CC)=O